N-methyl-N-(2-((2-chlorophenyl)ethynyl)phenyl)acrylamide CN(C(C=C)=O)C1=C(C=CC=C1)C#CC1=C(C=CC=C1)Cl